C1(=CC=CC=C1)CC(OCCCCCCC(NC=1SC=C(N1)C1=CC=CC=C1)=O)=S 7-oxo-7-((4-phenylthiazol-2-yl)amino)heptyl 2-phenylethane-thioate